2-[(1R)-6-{2-[(4-chloro-2-fluorobenzyl)oxy]-5-fluoropyrimidin-4-yl}-6-azaspiro[2.5]oct-1-yl]-1-(1,3-oxazol-2-ylmethyl)-1H-benzimidazole-6-carboxylic acid ClC1=CC(=C(COC2=NC=C(C(=N2)N2CCC3(C[C@H]3C3=NC4=C(N3CC=3OC=CN3)C=C(C=C4)C(=O)O)CC2)F)C=C1)F